methyl (R)-((6-chloro-3-((1-(2-(5-fluoroisoindolin-2-yl)-3,6-dimethyl-4-oxo-3,4-dihydroquinazolin-8-yl)ethyl)amino)pyridin-2-yl)sulfonyl)carbamate ClC1=CC=C(C(=N1)S(=O)(=O)NC(OC)=O)N[C@H](C)C=1C=C(C=C2C(N(C(=NC12)N1CC2=CC=C(C=C2C1)F)C)=O)C